2,7-Dichloro-8-fluoro-4-((1S,7R,8R)-8-fluoro-2-azabicyclo[5.1.0]octan-2-yl)pyrido[4,3-d]pyrimidine ClC=1N=C(C2=C(N1)C(=C(N=C2)Cl)F)N2[C@@H]1[C@@H]([C@@H]1CCCC2)F